COC(C1=NC=CC(=C1)C1CN(CCC1(F)F)C(=O)OCC1=CC=CC=C1)OC benzyl 3-(2-(dimethoxymethyl) pyridin-4-yl)-4,4-difluoropiperidine-1-carboxylate